3-((10-Hydroxy-7-((S)-2-(isoxazol-3-yl)pyrrolidine-1-carbonyl)-7-azaspiro[4.5]decan-10-yl)methyl)-6-phenylpyrimidin-4(3H)-one OC1(CCN(CC12CCCC2)C(=O)N2[C@@H](CCC2)C2=NOC=C2)CN2C=NC(=CC2=O)C2=CC=CC=C2